3-mercapto-5,6-dimethylpyridazine-4-carbonitrile SC=1N=NC(=C(C1C#N)C)C